Ethylbis(4-phenylbutyl)amine C(C)N(CCCCC1=CC=CC=C1)CCCCC1=CC=CC=C1